Cl.Cl.N[C@H](CC1=C(C2=NC(=CC(=C2S1)NCC=1OC=CC1)Cl)Br)CS(=O)(=O)C 2-[(2R)-2-amino-3-(methylsulfonyl)propyl]-3-bromo-5-chloro-N-[(furan-2-yl)methyl]thieno[3,2-b]pyridin-7-amine dihydrochloride